5-{4-[4-(3,5-dimethylpyridin-2-yl)-2,2-dimethylpiperazine-1-carbonyl]phenyl}-5-fluoromethylimidazolidine-2,4-dione CC=1C(=NC=C(C1)C)N1CC(N(CC1)C(=O)C1=CC=C(C=C1)C1(C(NC(N1)=O)=O)CF)(C)C